S1C(=CC=C1)C=CC=O 3-(thien-2-yl)-2-propen-1-one